C(C=C)(=O)N1CC(CC1)N1N=C(C2=CC=CC(=C12)C(=O)NCC1=CC=CC=C1)C1=CC=C(C=C1)C(F)(F)F 1-(1-acryloylpyrrolidin-3-yl)-N-benzyl-3-(4-(trifluoromethyl)phenyl)-1H-indazole-7-carboxamide